nickel Iron-cobalt [Co].[Fe].[Ni]